iron (III) tris(dipropylphosphinate) C(CC)P([O-])(=O)CCC.C(CC)P([O-])(=O)CCC.C(CC)P([O-])(=O)CCC.[Fe+3]